[(7R,9aR)-7-phenyl-1,3,4,6,7,8,9,9a-octahydropyrido[1,2-a]pyrazin-2-yl]-[2-chloro-3-(pyridazin-3-ylmethoxy)phenyl]methanone C1(=CC=CC=C1)[C@H]1CC[C@H]2N(CCN(C2)C(=O)C2=C(C(=CC=C2)OCC=2N=NC=CC2)Cl)C1